FC=1C(=CC=C2C(=NC(=NC12)OC[C@H]1N(CCC1)C)N1C[C@H]2CC[C@@H](C1)N2C(CN2C=NC=C2)=O)C2=CC(=CC1=CC=CC=C21)O 1-((1R,5S)-3-(8-fluoro-7-(3-hydroxynaphthalen-1-yl)-2-(((S)-1-methylpyrrolidin-2-yl)methoxy)quinazolin-4-yl)-3,8-diazabicyclo[3.2.1]octan-8-yl)-2-(1H-imidazol-1-yl)ethan-1-one